C(C1=CC=CC=C1)[N+](C)(C)CCCCCCCCCCCCCCCC benzyl-hexadecyl-dimethylammonium